2-bromo(iodo)-4-ethoxy-5-nitrobenzoic acid BrC1=C(C(=O)O)C=C(C(=C1I)OCC)[N+](=O)[O-]